ClC=1C=C(OCC(=O)N(CC(F)(F)F)C)C=C(C1CC1=CC(=C(C=C1)O)C(C)C)Cl 2-(3,5-dichloro-4-(4-hydroxy-3-isopropylbenzyl)phenoxy)-N-methyl-N-(2,2,2-trifluoroethyl)acetamide